N1CC(C1)C12CC(C1)(C2)N2N=C(C=C2C)C 1-[3-(azetidin-3-yl)-1-bicyclo[1.1.1]pentanyl]-3,5-dimethyl-pyrazole